C(C)N(C1=CC2=C(C(=CC(O2)=O)\C=N\NC(=O)C=2N=C3SC=CN3C2)C=C1)CC (E)-N'-(7-(diethylamino)-2-oxo-2H-benzopyran-4-yl-methylene)imidazo[2,1-b]Thiazole-6-hydrazide